tribromomethyl-[4-(2-hydroxyethoxy) phenyl] sulfone BrC(Br)(Br)S(=O)(=O)C1=CC=C(C=C1)OCCO